tert-butyl (1R,3R,5S)-3-[[5-cyclopropyl-3-(2,6-difluorophenyl)-1,2-oxazol-4-yl]carbonyloxy]-8-azabicyclo[3.2.1]octane-8-carboxylate C1(CC1)C1=C(C(=NO1)C1=C(C=CC=C1F)F)C(=O)OC1C[C@H]2CC[C@@H](C1)N2C(=O)OC(C)(C)C